C(#N)N1C[C@H](CC1)C(=O)NC=1N=CN(C1)C1=CC=C(C=C1)F (S)-1-cyano-N-(1-(4-fluorophenyl)-1H-imidazol-4-yl)pyrrolidine-3-carboxamide